F[C@@H]1[C@@H](C1)C(=O)NC=1N=C2N(C=C(C=C2)C2=C(C=CC3=C2N=CO3)C)C1 (1S,2S)-2-fluoro-N-(6-(5-methylbenzo[d]oxazol-4-yl)imidazo[1,2-a]pyridin-2-yl)cyclopropanecarboxamide